FC(C(=O)[O-])(F)F.N[C@@H](CCC(NCCOCCOCC(NCCOCCOCC(NCC[N+](C)(C)CCOCCOCCC(=O)OC)=O)=O)=O)C(OC(C)(C)C)=O (S)-25-amino-N-(2-(2-(3-methoxy-3-oxopropoxy)ethoxy)ethyl)-N,N,28,28-tetramethyl-4,13,22,26-tetraoxo-6,9,15,18,27-pentaoxa-3,12,21-triazanonacosan-1-aminium 2,2,2-trifluoroacetate